C1(CC1)[C@H](C1=NC=2N(C=C1)C=C(N2)[C@@H](NC(=O)C2=NC=NN2C(C)C)C2CCC(CC2)(F)F)NC(CC(C(F)(F)F)C)=O N-((1S)-(7-((1R)-Cyclopropyl(4,4,4-trifluoro-3-methylbutanamido)methyl)imidazo[1,2-a]pyrimidin-2-yl)(4,4-difluorocyclohexyl)methyl)-1-isopropyl-1H-1,2,4-triazole-5-carboxamide